tert-butyl (2R,3R)-3-fluoro-2-[methyl(m-tolyl)carbamoyl]pyrrolidine-1-carboxylate F[C@H]1[C@H](N(CC1)C(=O)OC(C)(C)C)C(N(C=1C=C(C=CC1)C)C)=O